tert-Butyl 4-(5-(5-((2,2,2-trifluoroethyl)carbamoyl)thiophen-3-yl)-1H-pyrrolo[2,3-b]pyridin-2-yl)piperidine-1-carboxylate FC(CNC(=O)C1=CC(=CS1)C=1C=C2C(=NC1)NC(=C2)C2CCN(CC2)C(=O)OC(C)(C)C)(F)F